CN(C)C1=C(C(=O)OCCC(C)C)C=CC=C1 Isoamyl N,N-dimethylaminobenzoate